CC=1C(=C2C=NN(C2=CC1)C1OCCCC1)C1=C(C(=NC2=CC=CC=C12)N1CC2(CN(C2)C(=O)OC(C)(C)C)CC1)C#C[Si](C)(C)C tert-butyl 6-(4-(5-methyl-1-(tetrahydro-2H-pyran-2-yl)-1H-indazol-4-yl)-3-((trimethylsilyl) ethynyl)-quinolin-2-yl)-2,6-diazaspiro[3.4]octane-2-carboxylate